2-(difluoromethyl)-N-[(3R)-1,1,3-trimethyl-2,3-dihydro-1H-inden-4-yl]pyridine-3-carboxamide FC(C1=NC=CC=C1C(=O)NC1=C2[C@@H](CC(C2=CC=C1)(C)C)C)F